C(CCCCCCCC)N(CC(=O)N1C2CN(C(C1)C2)C(=O)OC(C)(C)C)CCCCCCCCC tert-Butyl 5-(dinonylglycyl)-2,5-diazabicyclo[2.2.1]heptane-2-carboxylate